CCCCCCCCCCCCCCCCCCCCCCCCC(C(=O)N[C@@H](COP(=O)(O)OC1[C@@H]([C@H](C([C@H]([C@H]1O)O)O)O)O)[C@@H]([C@@H](CCCCCCCCCCCCCC)O)O)O The molecule is an inositol phosphoceramide obtained by formal condensation of the carboxy group of 2-hydroxyhexacosanoic acid with the amino group of phytosphingosine-1-phospho-(1D-myo-inositol). It has a role as a fungal metabolite and a mammalian metabolite. It derives from a phytosphingosine and a myo-inositol. It is a conjugate acid of a N-(2-hydroxyhexacosanoyl)phytosphingosine-1-phospho-(1D-myo-inositol)(1-).